C(C)(C)(C)OC(N(C1=CC(=NN1C(C)(C)C)[C@@H]1C[C@@H](CC1)O)C1=CC(=NC=C1)[C@@H](C)OCC[C@H](C)NC(=O)OC(C)(C)C)=O.C1(C(C(C(C=C1)=O)=O)=O)=O benzenediquinone tert-butyl-(2-((R)-1-((S)-3-((tert-butoxycarbonyl)amino)butoxy)ethyl)pyridin-4-yl)(1-(tert-butyl)-3-((1S,3R)-3-hydroxycyclopentyl)-1H-pyrazol-5-yl)carbamate